1-ethyl-3-(2-ethylhexyl)imidazolium bicarbonate C([O-])(O)=O.C(C)N1C=[N+](C=C1)CC(CCCC)CC